C(CCC(=O)O)CCBr ω-bromohexanoic acid